NC1=C2N=C(N(C2=NC(=N1)OCCCP(OC)(OC)=O)C1OCCCC1)Br dimethyl (3-((6-amino-8-bromo-9-(tetrahydro-2H-pyran-2-yl)-9H-purin-2-yl)oxy)propyl)phosphonate